5-(2-chloroallyl)-2,2-dimethyl-1,3-dioxane ClC(CC1COC(OC1)(C)C)=C